C(C)(C)(C)OC(=O)N1[C@@H](COCC1)C=1C=C(C=C2CCN(CC12)CC(C)(C)O)C=1C=C2C(=NC1)NC=C2C=C (R)-3-(2-(2-hydroxyl-2-methylpropyl)-6-(3-vinyl-1H-pyrrolo[2,3-b]pyridine-5-yl)-1,2,3,4-tetrahydroisoquinolin-8-yl)morpholine-4-carboxylic acid tert-butyl ester